(E)-N-(4-(1-(4-(1-(2-((2-(2,6-dioxopiperidin-3-yl)-1-oxoisoindoline-4-yl)thio)acetyl)piperidin-4-yl)benzoyl)piperidin-4-yl)butyl)-3-(pyridin-3-yl)acrylamide O=C1NC(CCC1N1C(C2=CC=CC(=C2C1)SCC(=O)N1CCC(CC1)C1=CC=C(C(=O)N2CCC(CC2)CCCCNC(\C=C\C=2C=NC=CC2)=O)C=C1)=O)=O